N[C@@H](CC1=CNC=N1)C(=S)O thio-histidine